1-(4-bromophenyl)-N-(4-(6,7-dimethoxyquinolin-4-oxy)phenyl)-4-oxo-1,4-dihydroquinoline-3-carboxamide BrC1=CC=C(C=C1)N1C=C(C(C2=CC=CC=C12)=O)C(=O)NC1=CC=C(C=C1)OC1=CC=NC2=CC(=C(C=C12)OC)OC